4-oxopentanoic acid phenyl ester C1(=CC=CC=C1)OC(CCC(C)=O)=O